4-iodo-N-[(4-methoxyphenyl)methyl]-N-methyl-6-(morpholin-4-yl)pyridin-2-amine IC1=CC(=NC(=C1)N1CCOCC1)N(C)CC1=CC=C(C=C1)OC